5-[5-(1H-indole-2-carbonyl)-4H,5H,6H,7H-pyrazolo[1,5-a]pyrazin-3-yl]-5-azaspiro[2.4]heptan-4-one N1C(=CC2=CC=CC=C12)C(=O)N1CC=2N(CC1)N=CC2N2C(C1(CC1)CC2)=O